3-[5-(4-{7-azaspiro[3.5]nonan-2-yloxy}piperidin-1-yl)-1-oxo-3H-isoindol-2-yl]piperidine-2,6-dione hydrochloride Cl.C1C(CC12CCNCC2)OC2CCN(CC2)C=2C=C1CN(C(C1=CC2)=O)C2C(NC(CC2)=O)=O